ClC=1C(=C(C(=CC1Cl)Cl)OC(C(=O)OC1=C(C(=C(C=C1Cl)Cl)Cl)C(=O)OCC1CCCCC1)=O)C(=O)OCC1CCCCC1 bis{3,4,6-trichloro-2-[(cyclohexylmethoxy)carbonyl] phenyl}oxalate